C(C)(C)(C)OC(=O)N1CC2=C(C(CC1)NC(=O)N1CC(C1)OC(C)C)C=CC(=C2)C2=NC(=NC=C2)NC=2C=NN(C2)C 5-(3-isopropoxyazetidine-1-carboxamido)-8-(2-((1-methyl-1H-pyrazol-4-yl)amino)pyrimidin-4-yl)-4,5-dihydro-1H-benzo[c]azepin-2(3H)-carboxylic acid tert-butyl ester